2-(difluoromethoxy)-4-(4-(4-ethylpiperazin-1-yl)piperidin-1-yl)aniline FC(OC1=C(N)C=CC(=C1)N1CCC(CC1)N1CCN(CC1)CC)F